N1N=C(C=C1)C(=O)Cl 1H-Pyrazole-3-carbonyl chloride